C1=CC=CC=2C3=CC=CC=C3C(C12)COC(=O)N(C(C(=O)O)CC1=CC=C(C=C1)CC)C 2-((((9H-Fluoren-9-yl)methoxy)carbonyl)(methyl)amino)-3-(4-ethylphenyl)propanoic acid